(S)-N-(4-(2-chloropyrimidin-4-yl)benzyl)-2,2-difluorocyclopropane-1-carboxamide ClC1=NC=CC(=N1)C1=CC=C(CNC(=O)[C@H]2C(C2)(F)F)C=C1